[4-(3-bromopropyl)phenyl]phenylmethanone BrCCCC1=CC=C(C=C1)C(=O)C1=CC=CC=C1